ethyl salicylate (2-hydroxybenzoate) OC1=C(C(=O)O)C=CC=C1.C(C=1C(O)=CC=CC1)(=O)OCC